((1R)-2-hydroxy-2-methyl-1-(4-((2-methylpentyl)oxy)phenyl)propyl)carbamic acid tert-butyl ester C(C)(C)(C)OC(N[C@@H](C(C)(C)O)C1=CC=C(C=C1)OCC(CCC)C)=O